((6-chloro-4-fluoropyridin-3-yl)ethynyl)piperidine-1-carboxylic acid tert-butyl ester C(C)(C)(C)OC(=O)N1C(CCCC1)C#CC=1C=NC(=CC1F)Cl